C(C)N(CCC1=CC(=C(C=C1)O)O)CC diethyl(3,4-dihydroxyphenethylamine)